1-carboxymethyl-imidazoline C(=O)(O)CN1C=NCC1